4-[[(2R,3S,4S,5R)-3-(3,4-difluoro-2-methoxy-phenyl)-4,5-dimethyl-5-(trifluoromethyl)tetrahydrofuran-2-carbonyl]amino]-3-methylpyridine-2-carboxamide FC=1C(=C(C=CC1F)[C@H]1[C@@H](O[C@]([C@H]1C)(C(F)(F)F)C)C(=O)NC1=C(C(=NC=C1)C(=O)N)C)OC